C1(CC1)CN[C@H]1[C@@H](C1)C1=CC=C(S1)C(=O)NC=1SC(=NN1)C 5-(trans-2-((cyclopropylmethyl)amino)-cyclopropyl)-N-(5-methyl-1,3,4-thiadiazol-2-yl)thiophene-2-carboxamide